[N+](=O)([O-])C=1C(=NNC1)C(=O)O 4-nitro-3-pyrazolecarboxylic acid